(2S,4r,6S)-6-(4-(6-cyclopropyl-2,6-diazaspiro[3.3]heptane-2-carbonyl)phenyl)-7-((5-methoxy-7-methyl-1H-indol-4-yl)methyl)-7-azaspiro[3.5]nonane-2-carbonitrile C1(CC1)N1CC2(CN(C2)C(=O)C2=CC=C(C=C2)[C@@H]2CC3(CC(C3)C#N)CCN2CC2=C3C=CNC3=C(C=C2OC)C)C1